8-thia-5-azatricyclo[7.4.0.02,7]trideca-1(9),2(7)-dien-6-one C1=2C=3CCNC(C3SC2CCCC1)=O